COC(C=1C/C(/N=CC1)=N/CO)=O (Z)-2-(N'-hydroxymethylimino)isonicotinic acid methyl ester